4-(2-furyl-methylene)-3,4-dihydro-2H-pyrrole O1C(=CC=C1)C=C1CCN=C1